C(C1=CC=CC=C1)NC(CC1=CC=C(C=C1)N1N=NC(=C1)COC=1C=C(C=CC1)C)=O N-benzyl-2-(4-(4-((m-tolyloxy)methyl)-1H-1,2,3-triazol-1-yl)phenyl)acetamide